(S)-tert-butyl 4-((1-(benzyloxy)-3-(1H-indol-3-yl)-1-oxopropan-2-yl)amino)-4-oxobutanoate C(C1=CC=CC=C1)OC([C@H](CC1=CNC2=CC=CC=C12)NC(CCC(=O)OC(C)(C)C)=O)=O